(5RS)-3-Oxo-2-({5-[3-(trifluoromethyl)phenyl]-1,2,4-oxadiazol-3-yl}methyl)-2,3,5,6,7,8-hexahydro[1,2,4]triazolo[4,3-a]pyridine-5-carboxylic acid O=C1N(N=C2N1[C@H](CCC2)C(=O)O)CC2=NOC(=N2)C2=CC(=CC=C2)C(F)(F)F |r|